CC1=CC(=NN1)NC=1C2=C(N=C(N1)NC1CC3CCCC(C1)N3C(CN3CCNCC3)=O)SC=C2 1-((3-exo)-3-((4-((5-methyl-1H-pyrazol-3-yl)amino)thieno[2,3-d]pyrimidin-2-yl)amino)-9-azabicyclo[3.3.1]nonan-9-yl)-2-(piperazin-1-yl)ethan-1-one